BrC=1C=C2CCCN3C2=C(C1)OCC3=O 9-bromo-6,7-dihydro-5H-[1,4]oxaazino[2,3,4-ij]quinolin-3(2H)-one